5-(chloromethyl)-2H-tetrazole ClCC=1N=NNN1